2-methyl-5-(methyl(((R)-1-methylpyrrolidin-2-yl)methyl)amino)-N-((S)-1-(naphthalen-1-yl)ethyl)benzamide CC1=C(C(=O)N[C@@H](C)C2=CC=CC3=CC=CC=C23)C=C(C=C1)N(C[C@@H]1N(CCC1)C)C